[N+](=O)([O-])C1=C(C=CC(=C1)[N+](=O)[O-])NN=CC1=CC=C(C=C1)OC anisaldehyde-2,4-dinitrophenylhydrazone